CN([C@@H](CC1=CNC2=CC=CC=C12)C(=O)O)C=CC methyl-propenyl-L-tryptophan